1-(3-(2-Methoxyethoxy)pyridin-2-yl)piperazine COCCOC=1C(=NC=CC1)N1CCNCC1